5-((5R)-5-((4-(ethyl(dimethyl)silyl)-3,5-difluorophenyl)carbamoyl)-2-methoxy-7,8-dihydro-1,6-naphthyridin-6(5H)-yl)-5-oxopentanoic acid C(C)[Si](C1=C(C=C(C=C1F)NC(=O)[C@H]1C=2C=CC(=NC2CCN1C(CCCC(=O)O)=O)OC)F)(C)C